Triethoxysilylpropyl Methylacrylate CC(C(=O)OCCC[Si](OCC)(OCC)OCC)=C